(4-chlorophenyl)(2-(trifluoromethyl)-1H-imidazol-5-yl)methanamine 2,2,2-trifluoroacetate FC(C(=O)O)(F)F.ClC1=CC=C(C=C1)C(N)C1=CN=C(N1)C(F)(F)F